3-([1,1'-biphenyl]-2-yl)-6,7-dimethyl-2-phenyl-1H-indole C1(=C(C=CC=C1)C1=C(NC2=C(C(=CC=C12)C)C)C1=CC=CC=C1)C1=CC=CC=C1